ClC(CF)(F)F chloro-1,1,2-trifluoroethane